O=C(C(=O)O)CC(C)C.C1N(CC12CNC2)CC(=O)N[C@H](C(=O)N2[C@@H](C[C@H](C2)O)C(=O)NCC2=CC=C(C=C2)C2=C(N=CS2)C)C(C)(C)C (2S,4R)-1-[(2S)-2-(2-[2,6-diazaspiro[3.3]hept-2-yl]acetamido)-3,3-dimethylbutyryl]-4-hydroxy-N-[[4-(4-methyl-1,3-thiazol-5-yl)phenyl]methyl]pyrrolidine-2-carboxamide 2-oxoisocaproate